6-(3-methyl-1H-Pyrrolo[2,3-b]pyridin-5-yl)-2-((S)-3,3,3-trifluoro-2-hydroxy-2-methylpropionyl)isoindoline CC1=CNC2=NC=C(C=C21)C2=CC=C1CN(CC1=C2)C([C@](C(F)(F)F)(C)O)=O